CS(=O)(=O)C=1C=C(C=CC1)C1CCN(CC1)C1=C(C(N(C2=CC=CC=C12)C)=O)C#N 4-{4-[3-(methanesulfonyl)phenyl]piperidin-1-yl}-1-methyl-2-oxo-1,2-dihydroquinoline-3-carbonitrile